2-(ethyl-(methyl)amino)-2-oxoacetic acid C(C)N(C(C(=O)O)=O)C